OC1=CC=C2C(C([C@H](OC2=C1)C)C1=CC(=CC=C1)OC)C1=CC=C(C=C1)N1CCC(CC1)CN1CCN(CC1)C=1C=C2CN(C(C2=CC1)=O)C1C(NC(CC1)=O)=O 3-(5-(4-((1-(4-((2R)-7-hydroxy-3-(3-methoxyphenyl)-2-methylchroman-4-yl)phenyl)piperidin-4-yl)methyl)piperazin-1-yl)-1-oxoisoindolin-2-yl)piperidine-2,6-dione